4-[4-(2-aminoethyl)phenyl]-3-(2-methyl-6-pyrrolidin-1-ylpyrimidin-4-yl)oxybenzonitrile NCCC1=CC=C(C=C1)C1=C(C=C(C#N)C=C1)OC1=NC(=NC(=C1)N1CCCC1)C